COC=1C=C(C=NN2C(=NN=C2C)S)C=CC1OC 4-((3,4-dimethoxybenzylidene)amino)-5-methyl-4H-1,2,4-triazole-3-thiol